2,2-diallyl-5-(3-bromo-5-chlorophenyl)-4-(4-methoxybenzyl)-5-methylmorpholin-3-one C(C=C)C1(C(N(C(CO1)(C)C1=CC(=CC(=C1)Cl)Br)CC1=CC=C(C=C1)OC)=O)CC=C